tert-butyl ((3S,4R)-4-methylpyrrolidin-3-yl)carbamate hydrochloride Cl.C[C@H]1[C@@H](CNC1)NC(OC(C)(C)C)=O